ClC=1C=C(C=CC1)C1=NC(=NC(=C1)C1=CC(=CC=C1)C1=NC(=C(N=C1C1=CC=CC=C1)C1=CC=CC=C1)C1=CC=CC=C1)C1=CC=CC=C1 4-(3-chlorophenyl)-2-phenyl-6-(3-(3,5,6-triphenylpyrazin-2-yl)phenyl)pyrimidine